Di-tert-butyl-(2R,4R)-4-((6-chloro-5-fluoro-4-methylpyridin-2-yl)methyl)-2-methylpiperidine-1,4-dicarboxylic acid C(C)(C)(C)C1[C@](N(CC[C@@]1(C(=O)O)CC1=NC(=C(C(=C1)C)F)Cl)C(=O)O)(C)C(C)(C)C